C(C)(=O)N1CC(CCC1)C(=O)N1C(CC(C1)F)C(=O)NC(C1=CC=C(C=C1)C(C)C)C1=CC=CC=C1 1-(1-acetylpiperidine-3-carbonyl)-4-fluoro-N-{phenyl-[4-(prop-2-yl)phenyl]methyl}pyrrolidine-2-carboxamide